FC1([C@@](C1)(COCOC)CO)F (R)-(2,2-difluoro-1-((methoxymethoxy)methyl)cyclopropyl)methanol